vinyl chloride diethyl-fumarate C(C)\C(=C(/C(=O)O)\CC)\C(=O)O.C(=C)Cl